bis(dibenzylphosphine) iron [Fe].C(C1=CC=CC=C1)PCC1=CC=CC=C1.C(C1=CC=CC=C1)PCC1=CC=CC=C1